2-(5-(3-methoxyphenyl)pyridin-3-yl)acetic acid COC=1C=C(C=CC1)C=1C=C(C=NC1)CC(=O)O